4-(2-chloro-8-oxo-7,8-dihydro-9H-purin-9-yl)-4-cyanopiperidine-1-carboxylic acid ClC1=NC=C2NC(N(C2=N1)C1(CCN(CC1)C(=O)O)C#N)=O